FC1=C(C=C(C=C1)F)NS(=O)(=O)C1=CC=C(C=C1)NC(NCC=1C=NC=CC1)=O 3-{4-[(2,5-difluorophenyl)sulfamoyl]phenyl}-1-(pyridin-3-ylmethyl)urea